3-oxoazetidine-1-carboxylic acid-1,1-dimethylethyl ester CC(C)(C)OC(=O)N1CC(C1)=O